N-(6-fluoro-1H-indol-3-yl)-3,4-dihydroisoquinoline-2(1H)-carboxamide FC1=CC=C2C(=CNC2=C1)NC(=O)N1CC2=CC=CC=C2CC1